S(=O)(=O)(O)N([C@H]1C(O)O[C@@H]([C@H]([C@@H]1O)O)CO)S(=O)(=O)O disulfoglucosamine